bis-(trifluoromethanesulfonyl)amide FC(S(=O)(=O)[N-]S(=O)(=O)C(F)(F)F)(F)F